FC(CC1=NC2=CC=CC=C2NC1=O)F 2-(2,2-difluoroethyl)-3-oxo-4H-quinoxalin